(R)-3-((8-Fluoroquinolin-5-yl)amino)pyrrolidine-1-carboxylic acid tert-butyl ester C(C)(C)(C)OC(=O)N1C[C@@H](CC1)NC1=C2C=CC=NC2=C(C=C1)F